Methyl 2-[8-(2-chlorophenyl)-7-(4-chlorophenyl)-3-(1,4-dioxan-2-ylmethyl)-2,6-dioxopurin-1-yl]acetate ClC1=C(C=CC=C1)C1=NC=2N(C(N(C(C2N1C1=CC=C(C=C1)Cl)=O)CC(=O)OC)=O)CC1OCCOC1